7-((2,3-dichloro-6-methyl-5,5-dioxido-6,11-dihydrodibenzo[c,f][1,2]thiazepin-11-yl)amino)heptanoic acid hydrochloride salt Cl.ClC=1C(=CC2=C(C(C3=C(N(S2(=O)=O)C)C=CC=C3)NCCCCCCC(=O)O)C1)Cl